CC(CC=O)C 3-methyl-Butanal